CCCC(C(CCCCCCCCCCC)O)O hexadecane-4,5-diol